5-(4-nitrophenyl)-2-mercapto-1,3,4-oxadiazole [N+](=O)([O-])C1=CC=C(C=C1)C1=NN=C(O1)S